6-[2-methylsulfonyl-4-(trifluoromethyl)phenyl]-2-azaspiro[3.3]heptane CS(=O)(=O)C1=C(C=CC(=C1)C(F)(F)F)C1CC2(CNC2)C1